P1([C-]=CC=C1)=O Phospholidon